FC1=C(C=C(C=C1)F)S(=O)(=O)NC=1C=C2C(=NC1)N(N=C2)CCC 2,5-Difluoro-N-(1-propyl-1H-pyrazolo[3,4-b]pyridin-5-yl)benzenesulfonamide